FC(C(=O)[O-])C(=O)C(=O)O fluoro-oxaloacetate